2-cyclopropyl-2-oxo-acetic acid C1(CC1)C(C(=O)O)=O